(S)-3-(4-((difluoromethyl)sulfonamido)-3-(1-(4-fluorophenyl)ethoxy)phenyl)-5-((1,3-dimethyl-1H-pyrazol-4-yl)amino)-1H-pyrazole-4-carboxamide FC(S(=O)(=O)NC1=C(C=C(C=C1)C1=NNC(=C1C(=O)N)NC=1C(=NN(C1)C)C)O[C@@H](C)C1=CC=C(C=C1)F)F